1-azido-3,4-xylene N(=[N+]=[N-])C1=CC(=C(C=C1)C)C